ClC1=C2C(C(NC2=C(C=C1)Cl)=O)(O)CC(=O)C12CCC(CC1)(CC2)N(C)C 4,7-Dichloro-3-(2-(4-(dimethylamino)bicyclo[2.2.2]octan-1-yl)-2-oxoethyl)-3-hydroxyindolin-2-one